CC1=CC=C(C=C1)S(=O)(=O)OCCOCCOCCOCCOCCOCCN(C(OC(C)(C)C)=O)C 2,2,5-trimethyl-4-oxo-3,8,11,14,17,20-hexaoxa-5-azadocosan-22-yl 4-methylbenzenesulfonate